C[C@H](C1=CC=CC=C1)N R-α-methylbenzylamine